FC(C(=O)O)(F)F.NCC1=CC(=NC=C1)OCC1CN(CC(C1)C(F)(F)F)S(=O)(=O)N1CCS(CC1)(=O)=O 4-((3-(((4-(Aminomethyl)pyridin-2-yl)oxy)methyl)-5-(trifluoromethyl)piperidin-1-yl)sulfonyl)thiomorpholine 1,1-dioxide 2,2,2-trifluoroacetate